Cl.CC1=C(C(C(=C1C)C)C)CCN 2-(2,3,4,5-tetramethylcyclopenta-1,3-dien-1-yl)ethan-1-amine hydrochloride